4-[[(2S,3R,4S,5R)-3-[2-[(3,3-difluorocyclobutyl)methoxy]-3,4-difluoro-phenyl]-4,5-dimethyl-5-(trifluoromethyl)tetrahydrofuran-2-carbonyl]amino]pyridine-2-carboxamide FC1(CC(C1)COC1=C(C=CC(=C1F)F)[C@@H]1[C@H](O[C@]([C@H]1C)(C(F)(F)F)C)C(=O)NC1=CC(=NC=C1)C(=O)N)F